methyl 2-[bis[(4-methoxyphenyl) methyl]sulfamoyl]acetate COC1=CC=C(C=C1)CN(S(=O)(=O)CC(=O)OC)CC1=CC=C(C=C1)OC